β-phenylisopropylamine CC(CC1=CC=CC=C1)N